[Al].O(C=1C(=NC2=C(C=CC=C2C1)O)C)C=1C(=NC2=C(C=CC=C2C1)O)C oxo-bis(2-methyl-8-hydroxyquinoline) aluminum